3-hydroxy-5-methoxy-N,N-dimethylbenzamide OC=1C=C(C(=O)N(C)C)C=C(C1)OC